N-((2-(6-((cis)-2,6-dimethylmorpholino)-4,5-dimethylpyridin-2-yl)-1,6-naphthyridin-7-yl)methyl)-4-methyl-3-(methylsulfonyl)benzamide C[C@@H]1O[C@@H](CN(C1)C1=C(C(=CC(=N1)C1=NC2=CC(=NC=C2C=C1)CNC(C1=CC(=C(C=C1)C)S(=O)(=O)C)=O)C)C)C